(3-cyano-2-hydroxyphenyl)-2-methylbenzamide C(#N)C=1C(=C(C=CC1)C=1C(=C(C(=O)N)C=CC1)C)O